OCC1=C(C=CC=C1)NC(=O)NC1=CC=CC=C1 1-(2-(hydroxymethyl)phenyl)-3-phenylurea